C(C)(C)N1C(=NC2=NC=C(C=C21)C=2C=CN1N=C(N=CC12)N[C@@H]1CC[C@H](CC1)N1CCN(CC1)C)C 5-(1-isopropyl-2-methyl-1H-imidazo[4,5-b]pyridin-6-yl)-N-(trans-4-(4-methylpiperazin-1-yl)cyclohexyl)pyrrolo[2,1-f][1,2,4]triazin-2-amine